C(CCCCCCC)[SiH](OC)C n-octyl-(methyl)methoxysilane